N-succinimidyl-4-methyl-4-(5-nitro-2-pyridyldithio)pentanoate C1(CCC(N1N1C(C=CC(=C1)[N+](=O)[O-])SSC(CCC(=O)[O-])(C)C)=O)=O